Allyl (S)-2-((S)-2-((S)-4-(2-aminoacetamido)-5-ethoxy-5-oxopentanamido)-6-diazo-5-oxohexanamido)-6-diazo-5-oxohexanoate NCC(=O)N[C@@H](CCC(=O)N[C@H](C(=O)N[C@H](C(=O)OCC=C)CCC(C=[N+]=[N-])=O)CCC(C=[N+]=[N-])=O)C(=O)OCC